3-((tert-butyldiphenylsilyl)oxy)-2,2-dimethylpropionitrile [Si](C1=CC=CC=C1)(C1=CC=CC=C1)(C(C)(C)C)OCC(C#N)(C)C